2-hydroxy-2,4-pentadienoate OC(C(=O)[O-])=CC=C